ClC=1C=C(C=CC1OC)NC(=O)C1(CCC(CC1)N1C(NC2=C(C=CC(=C2C1)C)OC)=O)C (1r,4r)-N-(3-Chloro-4-methoxyphenyl)-4-(8-methoxy-5-methyl-2-oxo-1,2-dihydroquinazolin-3(4H)-yl)-1-methylcyclohexanecarboxamide